C(C)(C)N(P(OCC(C#N)CCCOCCCCCCCCCCCCCCCC)[O-])C(C)C hexadecyloxypropyl-(2-cyanoethyl) diisopropylphosphoramidite